2-(2-Trifluoromethoxy-4-((5-oxo-4-(4-(trifluoromethyl)phenyl)-4,5-dihydro-1H-1,2,4-triazol-1-yl)methyl)phenoxy)acetic acid FC(OC1=C(OCC(=O)O)C=CC(=C1)CN1N=CN(C1=O)C1=CC=C(C=C1)C(F)(F)F)(F)F